N[C@@H](C(C)(O)C)C1=CC=C(C=C1)OC([C@@H](CCC)C)([2H])[2H] (R)-1-amino-2-methyl-1-(4-(((R)-2-methylpentyl-1,1-d2)oxy)phenyl)propan-2-ol